3-(furan-3-yl)-6-(2-phenoxyethoxy)-2-(pyridin-3-yl)-1H-inden-1-one O1C=C(C=C1)C1=C(C(C2=CC(=CC=C12)OCCOC1=CC=CC=C1)=O)C=1C=NC=CC1